C1(=CC(=CC=C1)CC1C2(CCOC(N2)=O)CCCN1C(=O)NCC)C1=CC=CC=C1 (Trans)-7-({[1,1'-biphenyl]-3-yl}methyl)-N-ethyl-2-oxo-3-oxa-1,8-diazaspiro[5.5]undecane-8-carboxamide